4-(2-Fluoro-4-iodoanilino)-1-[[3-fluoro-2-(methylsulfamoylamino)pyridin-4-yl]methyl]-5-methyl-6-oxopyridine-3-carboxamide FC1=C(NC=2C(=CN(C(C2C)=O)CC2=C(C(=NC=C2)NS(NC)(=O)=O)F)C(=O)N)C=CC(=C1)I